(S)-3-aminopiperidine-2,6-dione hydrochloride Cl.N[C@@H]1C(NC(CC1)=O)=O